C(C)OC([C@@H](NC(CC[C@H](N)C(=O)O)=O)CS)=O gamma-L-glutamyl-L-cysteine ethyl ester